Cl.N[C@H](CO)C(=O)O D-serinate hydrochloride